CC=1C(=C(C=NNC(C(CC)NC2=CC=C(C=C2)Cl)=O)C=CC1)O N'-(3-methyl-2-hydroxybenzylidene)-2-((4-chlorophenyl)amino)butanoyl-hydrazine